1-{4-[4-(2H-1,3-benzodioxol-5-ylmethyl)piperazine-1-sulfonyl]phenyl}-3-(pyridin-3-ylmethyl)urea O1COC2=C1C=CC(=C2)CN2CCN(CC2)S(=O)(=O)C2=CC=C(C=C2)NC(=O)NCC=2C=NC=CC2